P(=O)(OC1=CC=C(C=C1C(C)(C)C)C(C)(C)C)(OC1=CC=C(C=C1C(C)(C)C)C(C)(C)C)[O-].[Mg+2].C(C)(C)(C)C1=CC=C(C(=C1)C(C)(C)C)OP(=O)(OC1=CC=C(C=C1C(C)(C)C)C(C)(C)C)[O-] magnesium bis(4,6-di-tert-butylphenyl) phosphate